diethoxysulfinamic acid C(C)ON(S(O)=O)OCC